C(C)S(=O)=N ethyl-imino-oxo-λ6-sulfane